6-(tert-butyl) 3-ethyl 7,7-dimethyl-4,7-dihydrothieno[2,3-c]pyridine-3,6(5H)-dicarboxylate CC1(N(CCC2=C1SC=C2C(=O)OCC)C(=O)OC(C)(C)C)C